COC1=CC=C(C(=O)NC=2C=CC=C3C=CC(=NC23)C)C=C1 4-Methoxy-N-(2-methylquinolin-8-yl)benzamide